NC(CC(=O)O)C β-amino-butyric acid